2-(3,3-difluoroazetidine-1-yl)-N-methoxy-N-methylacetamide FC1(CN(C1)CC(=O)N(C)OC)F